5-(1-fluoro-3,6-dihydroxy-7-methoxynaphthalen-2-yl)-1λ6,2,5-thiadiazolidine-1,1,3-trione FC1=C(C(=CC2=CC(=C(C=C12)OC)O)O)N1CC(NS1(=O)=O)=O